C(C)OCC(=O)C1C(C2=CC=C(C=C2C1=O)OC=1C=C2C(C(C(C2=CC1)=O)C(COCC)=O)=O)=O 2-(2-ethoxyacetyl)-5-{[2-(2-ethoxyacetyl)-1,3-dioxo-2,3-dihydro-1H-inden-5-yl]oxy}-2,3-dihydro-1H-indene-1,3-dione